2-[8-(prop-2-enamido)naphthalen-2-yl]-N-[(1r,4r)-4-(dimethylamino)cyclohexyl]pyrimidine-4-carboxamide C(C=C)(=O)NC=1C=CC=C2C=CC(=CC12)C1=NC=CC(=N1)C(=O)NC1CCC(CC1)N(C)C